F[C@@H]1[C@@]2(CCC[C@H](C[C@H]1SC=1N=CC(=NC1)C=1C=C3C=CN=CC3=CC1O)N2)C 6-(5-(((1S,2R,3R,5R)-2-fluoro-1-methyl-9-azabicyclo[3.3.1]nonan-3-yl)thio)pyrazin-2-yl)isoquinolin-7-ol